ClC=1C=CC2=C(N=C(S2)C2CC(NC(C2)(C)C)(C)C)C1 5-chloro-2-(2,2,6,6-tetramethyl-4-piperidyl)-1,3-benzothiazole